C(C)(C)N1CCN(CC1)C1=CC=C(C=C1)NC(=O)C1=C(N=CNC1=O)NC1=C(C2=C(OCCN2)N=C1)C N-(4-(4-isopropylpiperazin-1-yl)phenyl)-4-((8-methyl-2,3-dihydro-1H-pyrido[2,3-b][1,4]oxazin-7-yl)amino)-6-oxo-1,6-dihydropyrimidine-5-carboxamide